5-(piperazin-1-yl)-1,3-dihydro-2H-benzo[d]imidazol-2-one N1(CCNCC1)C1=CC2=C(NC(N2)=O)C=C1